NC1=C(C=C(C=N1)OCC#N)F 2-((6-amino-5-fluoropyridin-3-yl)oxy)acetonitrile